cis-7-(3-morpholinocyclobutoxy)-2H-indazole-6-carbonitrile O1CCN(CC1)[C@H]1C[C@H](C1)OC1=C(C=CC2=CNN=C12)C#N